5-(1-(adamantan-1-ylmethyl)-5-methyl-1H-pyrazol-4-yl)-1-(6-chloropyridazin-3-yl)-1H-benzo[d]imidazole-4-carboxylic acid methyl ester COC(=O)C1=C(C=CC=2N(C=NC21)C=2N=NC(=CC2)Cl)C=2C=NN(C2C)CC21CC3CC(CC(C2)C3)C1